1-{2-[(6-methoxy-2-methyl-1,2,3,4-tetrahydroisoquinolin-7-yl)amino]quinazolin-7-yl}-azetidine-3-carboxamide COC=1C=C2CCN(CC2=CC1NC1=NC2=CC(=CC=C2C=N1)N1CC(C1)C(=O)N)C